N-acetyl-2,4-diamino-6-chloropyridine C(C)(=O)N1C(C=C(C=C1Cl)N)N